2-(4-chlorophenyl)-N-methyl-N-toluenesulfonylacetamide ClC1=CC=C(C=C1)CC(=O)N(S(=O)(=O)CC1=CC=CC=C1)C